COC1=C(C=CC(=C1OC)OC)CC(C)N 1-(2,3,4-trimethoxyphenyl)propan-2-amine